COC(=O)COC(=O)CCN 2-[(methoxycarbonyl)methoxycarbonyl]ethylamine